ClC1=CC=C(C=C1)C=1N=C(NC1C1=CC=CC=C1)C=1SC=CC1 4-(4-chlorophenyl)-5-phenyl-2-(2-thienyl)imidazole